edetate (ethylenediamine tetraacetate) C(CN(CC(=O)O)CC(=O)O)N(CC(=O)O)CC(=O)O.C(N(CC(=O)O)CC(=O)O)CN(CC(=O)O)CC(=O)O